C1(CC1)COC1=CC=CC(=N1)C1=CC(=C(N(C)CCCCC(=O)O)C(=C1)F)F 5-[4-[6-(cyclopropylmethoxy)-2-pyridyl]-2,6-difluoro-N-methyl-anilino]pentanoic acid